C(C)(C)C1=C(C=CC=C1)C1=NC=C(C(=N1)OC)[N+](=O)[O-] 2-(2-isopropylphenyl)-4-methoxy-5-nitropyrimidine